C(C)N1C[Si](OCC1)(CC)CC N-ethyl-2,2-diethyl-2-silamorpholine